6-(4-fluoro-3-isopropyl-5-(piperidin-4-yl)-1H-pyrrolo[2,3-c]pyridin-2-yl)-8-methoxy-[1,2,4]triazolo[1,5-a]pyridine FC1=C2C(=CN=C1C1CCNCC1)NC(=C2C(C)C)C=2C=C(C=1N(C2)N=CN1)OC